7-((2,2-dimethyl-1,3-dioxolan-4-yl)methoxy)imidazo[1,2-a]pyridine CC1(OCC(O1)COC1=CC=2N(C=C1)C=CN2)C